CC=1N=CSC1C1=CC=C(C=C1)[C@H](C)NC(=O)C1CC(CN1)C=1N(C=CN1)C(=O)O 5-(((S)-1-(4-(4-methylthiazol-5-yl)phenyl)ethyl)carbamoyl)pyrrolidin-3-yl-1H-imidazole-1-carboxylic acid